N1CCCC2=C(C=CC=C12)OC1=NC=CC=C1NC(=O)NC1=CC=C(C=C1)OC(F)(F)F 1-[2-(1,2,3,4-tetrahydro-quinolin-5-yloxy)-pyridin-3-yl]-3-(4-trifluoromethoxyphenyl)-urea